[Si](C)(C)(C(C)(C)C)OCC=1N=C2N(C=C(C=C2N2C(N(C(C2)=O)CC(=O)OCC2=CC=CC=C2)=O)C2CC2)C1 benzyl 2-(3-(2-(((tert-butyldimethylsilyl)oxy)methyl)-6-cyclopropylimidazo[1,2-a]pyridin-8-yl)-2,5-dioxoimidazolidin-1-yl)acetate